1,3-diaminobenzidine NC1(CC(=C(N)C=C1)N)C1=CC=C(N)C=C1